C(C1CO1)OCC[Si](OCC)(OCC)C1=CC=CC=C1 glycidoxyethyl-phenyl-diethoxysilane